N=1NC=C2C=C(C=CC12)[C@@H]1N(C[C@H](CC1)C)C(=O)OC(C)(C)C tert-butyl (2R,5S)-2-(2H-indazol-5-yl)-5-methyl-piperidine-1-carboxylate